O1CCOC=2C=NC(=CC21)C=2C(=CC(=NC2)NC(C)=O)NC2=NC(=CC(=C2)C)S(=O)(=O)C N-(5-(2,3-dihydro-[1,4]dioxino[2,3-c]pyridin-7-yl)-4-((4-methyl-6-(methylsulfonyl)pyridin-2-yl)amino)pyridin-2-yl)acetamide